2-Nitro-N-(2-methylquinolin-8-yl)benzamide [N+](=O)([O-])C1=C(C(=O)NC=2C=CC=C3C=CC(=NC23)C)C=CC=C1